FCOC=1C=C(N=NC1)C=1C=C(C=CC1C)NC(=O)N1C2CC(CC1C2)C cis-N-(3-(5-(fluoromethoxy)pyridazin-3-yl)-4-methylphenyl)-3-methyl-6-azabicyclo[3.1.1]heptane-6-carboxamide